Trifluoromethanesulfonic acid (2-isopropyl-5-methyl-phenyl) ester C(C)(C)C1=C(C=C(C=C1)C)OS(=O)(=O)C(F)(F)F